4-amino-N'-((1R,2S)-2-fluorocyclopropane-1-carbonyl)-N',1-dimethyl-N-((5-(trifluoromethyl)pyridin-2-yl)methyl)-1H-pyrazolo[4,3-c]quinoline-8-carbohydrazide NC1=NC=2C=CC(=CC2C2=C1C=NN2C)C(=O)N(N(C)C(=O)[C@@H]2[C@H](C2)F)CC2=NC=C(C=C2)C(F)(F)F